(1-(vinylsulfonyl)pyrrolidin-3-yl)methanone C(=C)S(=O)(=O)N1CC(CC1)C=O